C(C)(C)(C)C=1ON=C2C=3N(CC(CC21)O)N=C2C3CN(CC2)C(=O)O.OC=2C=C(C[C@H](N)C(=O)O)C=CC2O L-3,4-dihydroxyphenylalanine tert-Butyl-5-hydroxy-5,6,9,10-tetrahydro-4H-isoxazolo[3,4-c]pyrido[4',3':3,4]-pyrazolo[1,5-a]azepine-11(12H)-carboxylate